ClC=1C=C(C=CC1Cl)CN(C1=CC=C(C=O)C=C1)C 4-{[(3,4-dichlorophenyl)methyl](methyl)amino}benzaldehyde